(5-(1-(2,5-difluorophenyl)-2-methoxyethyl)-1H-pyrazolo[3,4-c]pyridin-3-yl)-4-(4-methylpiperazin-1-yl)-2-((tetrahydro-2H-pyran-4-yl)amino)benzamide FC1=C(C=C(C=C1)F)C(COC)C=1C=C2C(=CN1)NN=C2C=2C(=C(C(=O)N)C=CC2N2CCN(CC2)C)NC2CCOCC2